C1(CCCC1)OC(C1=CC=CC=C1)=O benzoic acid cyclopentyl ester